CC1=C([C@]2(CCC(=O)C([C@@H]2CC1=O)(C)C)C)CC[C@H]3C(=C)CC[C@@H]4[C@@]3(CC[C@@H](C4(C)C)O)C The molecule is a triterpenoid of the class of onoceranoid-type terpenoids isolated from the twigs of Lansium domesticum. It has a role as an antibacterial agent and a plant metabolite. It is a cyclic terpene ketone, a triterpenoid, a secondary alcohol and a member of octahydronaphthalenes.